8-(2-chloro-6-methylpyridin-4-yl)-7-(4-fluorophenyl)-2-((3-fluoropyridin-2-yl)methyl)-[1,2,4]triazolo[1,5-c]pyrimidin-5-amine ClC1=NC(=CC(=C1)C=1C=2N(C(=NC1C1=CC=C(C=C1)F)N)N=C(N2)CC2=NC=CC=C2F)C